C1(=C(C=CC=C1)C(C(=O)O)C(CC(=O)O)C1=C(C=CC=C1)C)C 2,3-bis(2-tolyl)glutaric acid